Ethyl (S)-3-(3-(4-Hydroxy-1-methyl-2-oxo-1,2-dihydropyridin-3-yl)ureido)-3-(2'-(trifluoromethoxy)biphenyl-3-yl)propanoat OC1=C(C(N(C=C1)C)=O)NC(N[C@@H](CC(=O)OCC)C=1C=C(C=CC1)C1=C(C=CC=C1)OC(F)(F)F)=O